tribenzazepine C1=CC=CC=2C3=C(NC4=C(C21)C=CC=C4)C=CC=C3